ClC=1C=C(C=CC1)N1CCN(CC1)C(=O)C1=NN(C(C2=CC=CC=C12)=O)C1=CC=C(C=C1)OC 4-[[4-(3-chlorophenyl)-1-piperazinyl]carbonyl]-2-(4-methoxyphenyl)-1(2H)-phthalazinone